(E)-3-fluoro-2-((4-((3-methoxy-2-(methoxymethyl)propyl)sulfonyl)phenoxy)methyl)prop-2-en-1-amine F/C=C(\CN)/COC1=CC=C(C=C1)S(=O)(=O)CC(COC)COC